N2-(5-fluoro-1H-indol-3-yl)-5-(trifluoromethyl)-1H-benzo[d]imidazole-1,2-diamine FC=1C=C2C(=CNC2=CC1)NC1=NC2=C(N1N)C=CC(=C2)C(F)(F)F